FC1(C(C1)CN(C(=O)OCC1=C(N=NN1C)C1=CC=C(C(=N1)CC)N1C[C@H](CC(C1)(F)F)CC(=O)O)C)F 2-((3S)-1-(6-(5-(((((2,2-difluorocyclopropyl)methyl)(methyl)carbamoyl)oxy)methyl)-1-methyl-1H-1,2,3-triazole-4-yl)-2-ethylpyridin-3-yl)-5,5-difluoropiperidin-3-yl)acetic acid